1-(4-bromo-7-methoxy-2-methyl-1H-pyrrolo[2,3-c]pyridin-3-yl)ethanone BrC1=C2C(=C(N=C1)OC)NC(=C2C(C)=O)C